3-(2-fluoro-[1,1'-biphenyl]-4-yl)-N-hydroxybenzo[c]isoxazole-5-carboxamide FC1=C(C=CC(=C1)C1=C2C(=NO1)C=CC(=C2)C(=O)NO)C2=CC=CC=C2